OC1=C(C=CC(=C1[O-])OC)CCC1=CC(=C(C(=C1)OC)OC)OC 6-hydroxy-2-methoxy-5-[2-(3,4,5-trimethoxyphenyl)ethyl]phenolate